C(C)(C)(C)OC(CCN(C)C(=O)N1C(N(C2=NC(=NC(=C12)N)NS(=O)(=O)CCC)CC1=CC=CC=C1)=O)=O 3-[[6-amino-9-benzyl-8-oxo-2-(propylsulfonylamino)purine-7-carbonyl]-methyl-amino]propionic acid tert-butyl ester